4-((trimethylsilyl)ethynyl)piperidine-1-carboxylic acid tert-butyl ester C(C)(C)(C)OC(=O)N1CCC(CC1)C#C[Si](C)(C)C